(1-acetylpiperidin-4-yl)-N-methyl-2-oxo-2,3-dihydro-1H-benzo[d]imidazole-5-carboxamide C(C)(=O)N1CCC(CC1)N1C(NC2=C1C=CC(=C2)C(=O)NC)=O